C(C)OC(=O)C1(CC1)CF (fluoromethyl)cyclopropane-1-carboxylic acid ethyl ester